CNC[C@H](O)C1=CC(O)=C(O)C=C1 R-(-)-adrenalin